N-(3,5-difluoro-4-(1-(piperidin-4-yl)-1H-pyrazol-4-yl)phenyl)-2-(3-(trifluoromethyl)phenyl)acetamide FC=1C=C(C=C(C1C=1C=NN(C1)C1CCNCC1)F)NC(CC1=CC(=CC=C1)C(F)(F)F)=O